(5-(3-fluoro-5-methoxybenzyl)pyridin-2-yl)-6-oxo-1,6-dihydropyridine-3-carboxamide FC=1C=C(CC=2C=CC(=NC2)N2C=C(C=CC2=O)C(=O)N)C=C(C1)OC